4-nitrophenyl {3,5-difluoro-4-[(3-[3-(2,2,2-trifluoroethoxy)oxetan-3-yl]-1-{[2-(trimethylsilyl)ethoxy]methyl}-1H-pyrrolo[2,3-b]pyridin-4-yl)oxy]phenyl}carbamate FC=1C=C(C=C(C1OC1=C2C(=NC=C1)N(C=C2C2(COC2)OCC(F)(F)F)COCC[Si](C)(C)C)F)NC(OC2=CC=C(C=C2)[N+](=O)[O-])=O